2-methoxymaleic acid CO/C(/C(=O)O)=C/C(=O)O